NC1=CC=C2C(=CC(=NC2=N1)C(=O)O)OCC(CC)CC 7-amino-4-(2-ethylbutoxy)-1,8-naphthyridine-2-carboxylic acid